CC1CNCC=2C=C(C=NC12)[N+](=O)[O-] 8-Methyl-3-nitro-5,6,7,8-tetrahydro-1,6-naphthyridine